ClC1=CC(=C(C=C1)C1=NC(=CC=2N=C(N(C(C21)=O)C)C)N2CC1=C(N=CN=C1OC)CC2)F 5'-(4-chloro-2-fluoro-phenyl)-4-methoxy-2',3'-dimethyl-7,8-dihydro-5H-[6,7'-bipyrido[4,3-d]pyrimidin]-4'(3'H)-one